ClC1=CC=C(C=N1)CN(C1=CC(OC1)=O)CC1=CC(=C(C(=C1)F)F)F 4-{[(6-chloropyrid-3-yl)methyl](3,4,5-trifluorobenzyl)amino}furan-2(5H)-one